2-(1-(cyclopropylsulfonyl)-1H-pyrazol-4-yl)-N-(5-((1-methylpyrrolidin-3-yl)ethynyl)-4-(1-oxa-7-azaspiro[3.5]non-7-yl)pyridin-2-yl)pyrimidin-4-amine C1(CC1)S(=O)(=O)N1N=CC(=C1)C1=NC=CC(=N1)NC1=NC=C(C(=C1)N1CCC2(CCO2)CC1)C#CC1CN(CC1)C